methylenebis(4-tert-octyl-6-benzotriazolenol) C(N1N=NC2=C1C=C(C=C2C(C)(C)CC(C)(C)C)O)N2N=NC1=C2C=C(C=C1C(C)(C)CC(C)(C)C)O